O[C@H]1[C@@](COC1)(C)N1CCC(CC1)C=1C=CC2=C(N=C(O2)C2=C3C=C(N=CC3=C(N=C2)NC)NC(=O)C2CC2)C1 N-(5-(5-(1-((3S,4S)-4-hydroxy-3-methyltetrahydrofuran-3-yl)piperidin-4-yl)benzo[d]oxazol-2-yl)-8-(methylamino)-2,7-naphthyridin-3-yl)cyclopropanecarboxamide